methyl-geranyl acetate C(C)(=O)OC\C=C(/C)\CC\C=C(\CC)/C